(2-((1-((2S,4s,6R)-2,6-dimethylpiperidin-4-yl)-1H-pyrazol-4-yl)amino)-5-methylpyrimidin-4-yl)benzoic acid C[C@@H]1N[C@@H](CC(C1)N1N=CC(=C1)NC1=NC=C(C(=N1)C1=C(C(=O)O)C=CC=C1)C)C